Tert-butyl (R)-(1-(2-(1-(cyclopropylmethyl)-1H-indol-2-yl)-3-methylimidazo[1,2-a]pyridine-7-carbonyl)piperidin-3-yl)carbamate C1(CC1)CN1C(=CC2=CC=CC=C12)C=1N=C2N(C=CC(=C2)C(=O)N2C[C@@H](CCC2)NC(OC(C)(C)C)=O)C1C